C(C)OC([C@@H](CCCC)O)=O |r| DL-2-hydroxycaproic acid ethyl ester